C1(CC1)C1=NC2=CC=CC=C2C(=C1C=CC=O)C1=CC=C(C=C1)F 3-(2-cyclopropyl-4-(4-fluorophenyl)-3-quinolinyl)acrolein